COC1=C2C(=CC(=C1)O2)OC (2,6-dimethoxy-1,4-phenylene) ether